Ethyl 2-chloro-5-methoxy-6-deuteromethyl-[4,4'-bipyridine]-3-carboxylate ClC1=NC(=C(C(=C1C(=O)OCC)C1=CC=NC=C1)OC)C[2H]